glucopyranosyl-xylitol C1([C@H](O)[C@@H](O)[C@H](O)[C@H](O1)CO)C([C@H](O)[C@@H](O)[C@H](O)CO)O